Cl.C(C)(N)=N (ETHANIMIDAMIDE) hydrochloride